N-(2-(3-(6,7-dichloro-2-(2-hydroxyacetyl)-2,3,4,5-tetrahydro-1H-pyrido[4,3-b]indol-9-yl)-1H-pyrazol-1-yl)ethyl)propenamide ClC1=C(C=C(C=2C3=C(NC12)CCN(C3)C(CO)=O)C3=NN(C=C3)CCNC(C=C)=O)Cl